F[B-](F)(F)F tetrafluoroborat